2,6-dimethyl-4-chlorobenzene CC1=CC(=CC(=C1)Cl)C